C(C)OC(=O)C1=NNC(=C1)C=1C=C(C=CC1)C 5-(m-tolyl)-1H-pyrazole-3-carboxylic acid ethyl ester